5-[[4-[(3-amino-3-imino-propanoyl)amino]-3,5-difluoro-phenyl]sulfonylamino]thiazole-4-carboxylic acid NC(CC(=O)NC1=C(C=C(C=C1F)S(=O)(=O)NC1=C(N=CS1)C(=O)O)F)=N